C(C)(CC)C1C(NC2=C(CN1C(=O)N(C1=NC=CN=C1)C)C=CC=C2)=O 3-(sec-butyl)-N-methyl-2-oxo-N-(pyrazin-2-yl)-1,2,3,5-tetrahydro-4H-benzo[1,4]diazepine-4-carboxamide